4-methoxy-6-(4-(piperidin-4-yl)phenyl)pyrazolo[1,5-a]pyridine-3-carbonitrile COC=1C=2N(C=C(C1)C1=CC=C(C=C1)C1CCNCC1)N=CC2C#N